Cl.O1CCN(CC1)[C@@H]1COC2(C1)CCNCC2 (S)-3-morpholino-1-oxa-8-azaspiro[4.5]decane hydrochloride